(cyclopropylmethyl)(imino)(2-(pyrimidin-5-yl)-2H-indazol-yl)-lambda6-sulfanone C1(CC1)CS(=O)(C=1N(N=C2C=CC=CC12)C=1C=NC=NC1)=N